c-2-cyano-5-aminomethyl-pyrimidine C(#N)C1=NC=C(C=N1)CN